trans-4-((4-(2-Cyclopropyloxazol-4-yl) pyridine-2-yl)((trans-4-(5-methoxy-6-methylpyridin-2-yl)cyclohexyl)methyl) carbamoyl)cyclohexyl 3-ethynylazetidine-1-carboxylate C(#C)C1CN(C1)C(=O)O[C@@H]1CC[C@H](CC1)C(N(C[C@@H]1CC[C@H](CC1)C1=NC(=C(C=C1)OC)C)C1=NC=CC(=C1)C=1N=C(OC1)C1CC1)=O